C(CCC)N(C1=NC(=NC(=N1)Cl)N(CCCC)CCCC)CCCC tetrabutyl-6-chloro-1,3,5-triazine-2,4-diamine